2-ethyl-4,4-difluoropentanoyl chloride C(C)C(C(=O)Cl)CC(C)(F)F